C(C)(C)(C)C1=NOC(=N1)C(=O)NCC1=C(C=C(C=C1)C1=NC=NN2C1=CC=C2)C 3-(tert-butyl)-N-(2-methyl-4-(pyrrolo[2,1-f][1,2,4]triazin-4-yl)benzyl)-1,2,4-oxadiazole-5-carboxamide